2-hydroxyethyl methacrylate isopropyl-methacrylate C(C)(C)OC(C(=C)C)=O.C(C(=C)C)(=O)OCCO